Isoflavon O1C=C(C(=O)C2=CC=CC=C12)C1=CC=CC=C1